3-methyl-1-(3-(5-methyl-2-(phenylamino)pyrimidin-4-ylamino)phenyl)but-2-en-1-one CC(=CC(=O)C1=CC(=CC=C1)NC1=NC(=NC=C1C)NC1=CC=CC=C1)C